NC1=CC=C(C=N1)N1CCC(CC1)C1CCN(CC1)C(=O)OCCCC butyl 4-[1-(6-amino-3-pyridyl)-4-piperidyl]piperidine-1-carboxylate